Cl.Cl.NCCCCNCCCCCCCNC([C@H](CC1=CC=C(C=C1)O)NC(CCC)=O)=O (S)-N-[7-[(4-aminobutyl)amino]heptyl]-4-hydroxy-α-[(1-oxobutyl)amino]benzenepropanamide dihydrochloride